(S)-4-((1-(4-chloro-8-(1-(2-(dimethylamino)ethyl)-1H-pyrazol-4-yl)-1-oxo-2-phenyl-1,2-dihydroisoquinolin-3-yl)ethyl)amino)pyrido[2,3-d]pyrimidin-5(8H)-one ClC1=C(N(C(C2=C(C=CC=C12)C=1C=NN(C1)CCN(C)C)=O)C1=CC=CC=C1)[C@H](C)NC=1C2=C(N=CN1)NC=CC2=O